BrC=1C=C(OC=2C(=C3C=CNC3=CC2F)C)C=CC1F 5-(3-bromo-4-fluorophenoxy)-6-fluoro-4-methyl-1H-indole